CC1=CC(=NO1)C1=C(C=CC(=C1)NC=1SC=C(N1)C1=CC=CC=C1)S(=O)(=O)N (5-methylisoxazol-3-yl)-4-((4-phenylthiazol-2-yl)amino)benzenesulfonamide